ClC1=C(C(=O)N2COC3=C(C2)C=CC=C3C3=CC(=C(C(=O)O)C=C3F)N3CCOCC3)C(=CC(=C1)N1CC3(CN(C3)C3COC3)C1)Cl 4-[3-[2,6-Dichloro-4-[2-(oxetan-3-yl)-2,6-diazaspiro[3.3]heptan-6-yl]benzoyl]-2,4-dihydro-1,3-benzoxazin-8-yl]-5-fluoro-2-morpholin-4-ylbenzoic acid